FC(S(=O)(=O)N1CC(C1)NC(=O)C1=CC2=C(CNC2)S1)(F)F N-(1-((trifluoromethyl)sulfonyl)azetidin-3-yl)-5,6-dihydro-4H-thieno[2,3-c]pyrrole-2-carboxamide